(E)-3-(3,5-dichloro-4-(2-fluoro-4-hydroxy-3-isopropylbenzyl)phenyl)-N,N-dimethylacrylamide ClC=1C=C(C=C(C1CC1=C(C(=C(C=C1)O)C(C)C)F)Cl)/C=C/C(=O)N(C)C